ClC=1C(=CC(=C(C(=O)O)C1)O[C@H](C(F)(F)F)C)N1N=C2N(CCCC2)C1=O 5-chloro-4-(3-oxo-5,6,7,8-tetrahydro[1,2,4]triazolo[4,3-a]pyridin-2(3H)-yl)-2-{[(2S)-1,1,1-trifluoropropan-2-yl]oxy}benzoic acid